Cl.N1CCC(CC1)CNC(C)=O N-(piperidin-4-ylmethyl)acetamide, hydrochloride